C(C1=CC=CC=C1)(=O)OC[C@H]([C@H]([C@@H]([C@H](CO)O)O)O)O [(2R,3R,4R,5S)-2,3,4,5,6-pentahydroxyhexyl] benzoate